1-Benzyl-5-(4-fluorophenyl)-3-(((4-methoxyphenyl)seleno)methyl)-3,4-dimethyl-1H-pyrrol-2(3H)-one C(C1=CC=CC=C1)N1C(C(C(=C1C1=CC=C(C=C1)F)C)(C)C[Se]C1=CC=C(C=C1)OC)=O